C1=CC=CC=2C3=CC=CC=C3N(C12)C1=CC=C(C=C1)B(O)O (4-(9H-carbazole-9-yl)phenyl)boronic acid